(S)-2-(3-Cyclopropyl-1-methyl-4-oxo-1,4-dihydro-5H-pyrazolo[3,4-d]pyridazin-5-yl)-N-(1-(2-fluoro-4-methylphenyl)ethyl)acetamid C1(CC1)C1=NN(C=2C=NN(C(C21)=O)CC(=O)N[C@@H](C)C2=C(C=C(C=C2)C)F)C